2,6-di-m-tolyl-4-(trifluoromethyl)pyridine C1(=CC(=CC=C1)C1=NC(=CC(=C1)C(F)(F)F)C=1C=C(C=CC1)C)C